CC1=NN(C(=C1)C)C=1C=C(N)C=CC1 3-(3,5-dimethyl-1H-pyrazol-1-yl)aniline